tributyl-[6-[(4-chloro-2-fluoro-phenyl)methoxy]-2-pyridinyl]stannane C(CCC)[Sn](C1=NC(=CC=C1)OCC1=C(C=C(C=C1)Cl)F)(CCCC)CCCC